tert-butyl (5-chloro-1-ethyl-2-(4-fluorophenyl)-6-oxo-1,6-dihydropyridin-3-yl)carbamate ClC1=CC(=C(N(C1=O)CC)C1=CC=C(C=C1)F)NC(OC(C)(C)C)=O